Cl.CN1CCC(CC1)OC1=CC=C2CCNCC2=C1 7-((1-methylpiperidin-4-yl)oxy)-1,2,3,4-tetrahydroisoquinoline hydrochloride